N-(3-chloro-5-phenyl-pyrazin-2-yl)benzenesulfonamide ClC=1C(=NC=C(N1)C1=CC=CC=C1)NS(=O)(=O)C1=CC=CC=C1